(5-(((Tert-Butyldimethylsilyl)oxy)methyl)thiazol-2-yl)methylamine [Si](C)(C)(C(C)(C)C)OCC1=CN=C(S1)CN